ClC1=CC(=C(C=C1Cl)\C(\C)=N\S(=O)C(C)(C)C)F (E)-N-(1-(4,5-dichloro-2-fluorophenyl)ethylidene)-2-methylpropane-2-sulfinamide